FC1=CC=C(C=C1)N1N=CC2=CC(=C(C=C12)C)C1NCCN(C1)S(=O)(=O)C1=NN(N=C1)C (4-fluorophenyl)-6-methyl-5-(4-((2-methyl-2H-1,2,3-triazol-4-yl)sulfonyl)piperazin-2-yl)-1H-indazole